hexyl-octylamine C(CCCCC)NCCCCCCCC